[Si](C)(C)(C(C)(C)C)OCCN1N=C(C(=C1CO)I)OCC#N 2-[1-[2-[tert-butyl(dimethyl)silyl]oxyethyl]-5-(hydroxymethyl)-4-iodo-pyrazol-3-yl]oxyacetonitrile